N-[(6-Amino-2-pyridyl)sulfonyl]-6-tetrahydropyran-4-yl-2-[(4S)-2,2,4-trimethylpyrrolidin-1-yl]pyridin-3-carboxamid NC1=CC=CC(=N1)S(=O)(=O)NC(=O)C=1C(=NC(=CC1)C1CCOCC1)N1C(C[C@@H](C1)C)(C)C